C(C)/N=N/CC (E)-diethyl-diazene